C(C)(=O)[O-].[Mg+2].[Mg+2].C(C)(=O)[O-].C(C)(=O)[O-].C(C)(=O)[O-] magnesium-magnesium acetate